CNC(=O)C=1SC(=CN1)N(C(C)=O)C N-methyl-5-(N-methylacetamido)thiazole-2-carboxamide